FC=1C=NC(=NC1)NN=CC#CI 5-Fluoro-2-(2-(3-iodoprop-2-yn-1-ylidene)hydrazineyl)pyrimidine